C(C)(C)(C)N1C=C(C=2C1=NC(=CC2)C(=O)N2CCC(CC2)C2=NC(=C(C(=O)OC)C(=C2)C)C)C2=CC(=C(C=C2)Cl)F methyl 6-(1-(1-(tert-butyl)-3-(4-chloro-3-fluorophenyl)-1H-pyrrolo[2,3-b]pyridine-6-carbonyl)piperidin-4-yl)-2,4-dimethylnicotinate